C1(CCCC1)C=1N=C(N(C1)COCC[Si](C)(C)C)OC 4-cyclopentyl-2-methoxy-1-((2-(trimethylsilyl)ethoxy)methyl)-1H-imidazole